lanthanum-gallium [Ga].[La]